FC1=C(C=CC=C1)C(C)NC 1-(2-fluorophenyl)-N-methylethan-1-amine